3-bromo-4-fluoroaniline BrC=1C=C(N)C=CC1F